2,2,2-trifluoro-1-(1-methylpiperidin-4-yl)ethanol FC(C(O)C1CCN(CC1)C)(F)F